diethyl 3-(trifluoromethoxy)benzylphosphonate FC(OC=1C=C(CP(OCC)(OCC)=O)C=CC1)(F)F